cis-2-[[1-(cyclobutyl-methyl)-3-[(4-methoxyphenyl)-methyl]-2-oxo-8-phenyl-1,3-diazaspiro[4.5]decan-8-yl]-methyl-amino]-acetonitrile C1(CCC1)CN1C(N(CC12CCC(CC2)(C2=CC=CC=C2)N(CC#N)C)CC2=CC=C(C=C2)OC)=O